4-((5-fluoropyridin-2-yl)methoxy)-1-(5-(methyl-d3)-2,3,4,5-tetrahydro-1H-pyrido[4,3-b]indol-7-yl)pyridin-2(1H)-one FC=1C=CC(=NC1)COC1=CC(N(C=C1)C=1C=CC=2C3=C(N(C2C1)C([2H])([2H])[2H])CCNC3)=O